2-hexyldecyl 7-{N-[3-(dimethylamino)propoxy]decanamido}heptadecanoate CN(CCCON(C(CCCCCCCCC)=O)C(CCCCCC(=O)OCC(CCCCCCCC)CCCCCC)CCCCCCCCCC)C